N1CC(C2N1C=CN=C2)C(=O)N tetrahydropyrazolo[1,5-a]pyrazine-3-carboxamide